(S)-3-(5-(((3R*,4S*)-1-((8-fluoro-2-(tetrahydro-2H-pyran-4-yl)quinolin-6-yl)methyl)-4-(pyridin-4-yl)pyrrolidin-3-yl)oxy)-1-oxoisoindolin-2-yl)piperidine-2,6-dione FC=1C=C(C=C2C=CC(=NC12)C1CCOCC1)CN1C[C@@H]([C@H](C1)C1=CC=NC=C1)OC=1C=C2CN(C(C2=CC1)=O)[C@@H]1C(NC(CC1)=O)=O |o1:20,21|